theophylline (chlorothioglycinate) ClNCC(=S)O.N1(C)C(=O)N(C)C=2N=CNC2C1=O